Cl.NC(C(=O)OC)(C)C methyl 2-amino-2-methylpropanoate hydrochloride